C(C)(=O)OC[C@]1(O[C@H]([C@@H]([C@@H]1OC(=O)OCC)OC(=O)OCC)C1=CC=C2C(=NC=NN21)NC(=O)OCC)C#N ((2R,3S,4S,5S)-2-cyano-5-(4-((ethoxycarbonyl)amino)pyrrolo[2,1-f][1,2,4]triazin-7-yl)-3,4-bis((ethoxycarbonyl)oxy)tetrahydrofuran-2-yl)methyl acetate